CC=1C=C(C=CC1)C1=NC2=CC=CC=C2C=C1CC(C)C 2-(3'-methylphenyl)-3-isobutylquinoline